CN(/C=C/C(=O)C1=CC=C(C=C1)OC)C (E)-3-(dimethylamino)-1-(4-methoxyphenyl)-2-propen-1-one